trityl-4,5,6,7-tetrahydro-1H-indazole-3-carboxylate C(C1=CC=CC=C1)(C1=CC=CC=C1)(C1=CC=CC=C1)OC(=O)C1=NNC=2CCCCC12